ClC=1C=NC(=C(C(=O)N(C)C2COC3=C2C=CC=C3F)C1)OC(F)F 5-chloro-2-(difluoromethoxy)-N-(7-fluoro-2,3-dihydrobenzofuran-3-yl)-N-methylnicotinamide